(S)-3-(1-aminoethyl)-2-(1H-pyrazol-4-yl)-2H-pyrido[2,3-e][1,2]Thiazine-1,1-dioxide N[C@@H](C)C=1N(S(C2=C(C1)N=CC=C2)(=O)=O)C=2C=NNC2